C(C)(C)C1=C(C(=CC=C1)C(C)C)N=C1C(C2=CC=C(C3=CC=CC1=C23)C2=CC(=CC=C2)[N+](=O)[O-])=NC2=C(C=CC=C2C(C)C)C(C)C N,N'-bis(2,6-diisopropylphenyl)-5-(3-nitrophenyl)acenaphthylene-1,2-diimine